O\N=C(\C1=CC=C(C=C1)I)/Cl (Z)-N-hydroxyl-4-iodobenzimidoyl chloride